C(CCCCCCCC)N1C(CCCC1=O)C(=O)O 1-nonyl-6-oxopiperidine-2-carboxylic acid